3-[6-amino-4-ethyl-5-(4-hydroxyphenyl)-3-pyridyl]benzonitrile NC1=C(C(=C(C=N1)C=1C=C(C#N)C=CC1)CC)C1=CC=C(C=C1)O